BrC1=C(C=NN1CC)C(=O)C1=CN=NN1C1=C(C=C(C=C1)F)I (5-bromo-1-ethyl-1H-pyrazol-4-yl)(1-(4-fluoro-2-iodophenyl)-1H-1,2,3-triazol-5-yl)methanone